COCC1CCC(CC1)C(=O)O (1r,4r)-4-(methoxymethyl)cyclohexane-1-carboxylic acid